C(C1=CC=CC=C1)OC(C(=O)OCC1=CC=CC=C1)(C(F)(F)F)COCCC[C@H](C)OCC1=CC=C(C=C1)OC benzyl 2-benzyloxy-3,3,3-trifluoro-2-[[(4S)-4-[(4-methoxyphenyl)methoxy]pentoxy]methyl]propanoate